2-[4-[(3R)-3-(5-Fluoro-3-pyridyl)isoxazolidine-2-carbonyl]-1-piperidyl]pyrimidine-4-carboxamide FC=1C=C(C=NC1)[C@@H]1N(OCC1)C(=O)C1CCN(CC1)C1=NC=CC(=N1)C(=O)N